C(C)OC(=C(CC)C1=CC=C(C=C1)OC1=CC=C(C=C1)OC(F)(F)F)O 1-ethoxy-2-(4-(4-(trifluoromethoxy)phenoxy)-phenyl)but-1-en-1-ol